C(#N)C(C(=O)NC1=NC=NS1)=C(O)C1=CC(=C(C(=C1)[N+](=O)[O-])OC)OC 2-cyano-3-(3,4-dimethoxy-5-nitrophenyl)-3-hydroxy-N-(1,2,4-thiadiazol-5-yl)acrylamide